COC=1C=C2N=CC(=NC2=CC1)N1C[C@H](N(C[C@H]1C)C(=O)OC1CC2(CN(C2)CC2=CC=CC=C2)C1)C 2-benzyl-2-azaspiro[3.3]heptan-6-yl (2R,5R)-4-(6-methoxyquinoxalin-2-yl)-2,5-dimethylpiperazine-1-carboxylate